NC1=NC=C(C2=C1C=NN2COCC[Si](C)(C)C)NC(C(N2[C@H](CC[C@@H](C2)C)C=2C=CC1=C(N=C(S1)C)C2)=O)=O N-[4-amino-1-(2-trimethylsilylethoxymethyl)pyrazolo[4,3-c]pyridin-7-yl]-2-oxo-2-[(2R,5S)-5-methyl-2-(2-methyl-1,3-benzothiazol-5-yl)-1-piperidyl]acetamide